trans-2-(hydroxymethyl)-N-[2-(2-methoxyphenyl)-1-methylpyrrolo[2,3-c]pyridin-5-yl]cyclopropane-1-carboxamide OC[C@H]1[C@@H](C1)C(=O)NC=1C=C2C(=CN1)N(C(=C2)C2=C(C=CC=C2)OC)C